FC(C(=O)O)(F)F.C(OCC)(O)=O ethyl carbonate trifluoroacetate